ClC1=C(C(=CC=C1Cl)OC)C1=CC=2N(C=C1)C=C(N2)C2(CC2)CO (1-(7-(2,3-dichloro-6-methoxyphenyl)imidazo[1,2-a]pyridin-2-yl)cyclopropyl)methanol